CC1(N(CCC1)CCNC(C1=CN=C(C(=C1)NC1=NN(C2=NC(=NC=C21)NC2=CC(=NC=C2)N2CCC(CC2)CCO)C)C)=O)C N-(2-(2,2-dimethylpyrrolidin-1-yl)ethyl)-5-((6-((2-(4-(2-hydroxyethyl)piperidin-1-yl)pyridin-4-yl)amino)-1-methyl-1H-pyrazolo[3,4-d]pyrimidin-3-yl)amino)-6-methylnicotinamide